chloro-2-ethylcyclohexane-carboxylate ClC1(C(CCCC1)CC)C(=O)[O-]